ClC1=NN2C(C(=N1)NC1CCCC1)=CC=C2C[C@@H]2O[C@@H]([C@H]([C@H]2O)O)CO (2S,3R,4S,5R)-2-((2-chloro-4-(cyclopentylamino)pyrrolo[2,1-f][1,2,4]triazin-7-yl)methyl)-5-(hydroxymethyl)tetrahydrofuran-3,4-diol